N(=O)[O-].[Pt+2].[K+].N(=O)[O-].N(=O)[O-] potassium platinum (II) nitrite